tert-butyl (S)-3-((3-(4-fluorophenyl)-5-(piperazine-1-carbonyl)pyridin-2-yl)oxy)pyrrolidine-1-carboxylate FC1=CC=C(C=C1)C=1C(=NC=C(C1)C(=O)N1CCNCC1)O[C@@H]1CN(CC1)C(=O)OC(C)(C)C